Cl.[Cl-].NCC[N+](C)(C)C 2-amino-N,N,N-trimethylethan-1-aminium chloride hydrogen chloride